2-methoxyethyl 3-hydroxy-2,2-dimethylpropionate OCC(C(=O)OCCOC)(C)C